[3-(difluoromethyl)azetidin-1-yl]-[(4S)-7,8-dichloro-6-(2,6-difluorophenyl)-4-methyl-4H-[1,2,4]triazolo[1,5-a][1,4]benzodiazepine-2-Yl]methanone FC(C1CN(C1)C(=O)C1=NN2C([C@@H](N=C(C3=C2C=CC(=C3Cl)Cl)C3=C(C=CC=C3F)F)C)=N1)F